FC1=CC(=C(C=C1)N1CN(C(C2=CC=C(C=C12)C1COC1)=O)C=1C(=NC(=CC1)OC)C)C 1-(4-Fluoro-2-methylphenyl)-3-(6-methoxy-2-methylpyridin-3-yl)-7-(oxetan-3-yl)-2,3-dihydro-quinazolin-4(1H)-one